C1=CC=CC=2C3=CC=CC=C3C(C12)COC(NCC(NCO[C@H](C(=O)O)C)=O)=O (S)-1-(9H-fluoren-9-yl)-10-methyl-3,6-dioxo-2,9-dioxa-4,7-diazaundecan-11-oic acid